(1e,6e)-3,5-dioxepin C/1=C\OCO\C=C1